tert-Butyl 2-[6-[2-cyano-3-[[ethyl(methyl)sulfamoyl]amino]anilino]-4-oxo-quinazolin-3-yl]acetate C(#N)C1=C(NC=2C=C3C(N(C=NC3=CC2)CC(=O)OC(C)(C)C)=O)C=CC=C1NS(N(C)CC)(=O)=O